C(C)OC1=NC=C(C=N1)[C@@H](CC(=O)O)N1N=C(C=C1)CCCC1=NC=2NCCCC2C=C1 |r| (±)-3-(2-Ethoxypyrimidin-5-yl)-3-(3-(3-(5,6,7,8-tetrahydro-1,8-naphthyridin-2-yl)propyl)-1H-pyrazol-1-yl)propanoic acid